4,7-dibromo-2-phenyl-1H-benzimidazole BrC1=CC=C(C=2NC(=NC21)C2=CC=CC=C2)Br